N-[5-(2,6-difluoro-4-methoxyphenyl)-2-[4-methoxy-6-(4-methylpiperazin-1-yl)pyridin-2-yl]-1-methyl-3-oxo-2,3-dihydro-1H-pyrazol-4-yl]-4-(difluoromethoxy)benzamide FC1=C(C(=CC(=C1)OC)F)C1=C(C(N(N1C)C1=NC(=CC(=C1)OC)N1CCN(CC1)C)=O)NC(C1=CC=C(C=C1)OC(F)F)=O